N1CNC2C1CNC2 octahydropyrrolo[3,4-d]imidazole